FC(C1=NN=C(O1)C1=CC=2N(C=C1)C=C(N2)CN(S(=O)(=O)C2CCN(CC2)C)C2=CC=CC=C2)F N-((7-(5-(difluoromethyl)-1,3,4-oxadiazol-2-yl)imidazo[1,2-a]pyridin-2-yl)methyl)-1-methyl-N-phenylpiperidine-4-sulfonamide